C(#C)[C@H]1N([C@H](CC1)C)C(=O)OC(C)(C)C tert-butyl (2S,5S)-2-ethynyl-5-methylpyrrolidine-1-carboxylate